((2-(2-oxa-6-azaspiro[3.3]hept-6-yl)-7-azaspiro[3.5]non-7-yl)sulfonyl)-5-fluorobenzonitrile C1OCC12CN(C2)C2CC1(C2)CCN(CC1)S(=O)(=O)C1=C(C#N)C=C(C=C1)F